C1(=CC=CC2=CC=C3C=C4C=CC=CC4=CC3=C12)C=1N2CC=CC=C2C=CC1 6-tetraphenylQuinolizine